4-(methanesulfonylmethyl)aniline CS(=O)(=O)CC1=CC=C(N)C=C1